C(C)(C)(C)OC(=O)NC1CCN(CC1)C=1SC=C(N1)C(=O)OC([C@@H](N)CO[Si](C)(C)C(C)(C)C)=O (2-(4-((tert-butoxycarbonyl)amino)piperidin-1-yl)thiazole-4-carbonyl)-O-(tert-butyldimethylsilyl)-Z-serinate